(9aR,10S)-10-((R)-(3-fluorophenyl)(phenyl)methyl)-4-hydroxy-8,9,9a,10-tetrahydro-3H-pyrrolo[1',2':4,5]pyrazino[1,2-b]pyridazine-3,5(7H)-dione FC=1C=C(C=CC1)[C@H]([C@H]1[C@@H]2N(C(C=3N1N=CC(C3O)=O)=O)CCC2)C2=CC=CC=C2